[N+](=O)([O-])CC(C1=CC=CC=C1)C1=C(NC2=CC(=CC=C12)B1OC(C(O1)(C)C)(C)C)C1=CC=CC=C1 3-(2-nitro-1-phenylethyl)-2-phenyl-6-(4,4,5,5-tetramethyl-1,3,2-dioxaborolan-2-yl)-1H-indole